2-[3-ethylsulfonyl-5-(trifluoromethyl)-pyrazolo[1,5-a]pyridin-2-yl]-3-methyl-6-(trifluoro-methyl)imidazo[4,5-b]pyridine C(C)S(=O)(=O)C=1C(=NN2C1C=C(C=C2)C(F)(F)F)C2=NC=1C(=NC=C(C1)C(F)(F)F)N2C